4,5-dichloro-2-(4-(trifluoromethoxy)phenoxy)picolinic acid ClC1=CC(NC=C1Cl)(C(=O)O)OC1=CC=C(C=C1)OC(F)(F)F